N[C@H](C(=O)NC1=CC=C(C(=O)O)C=C1)CC1=CC=C(C=C1)N1C(CN(CC1)C)=O (S)-4-(2-amino-3-(4-(4-methyl-2-oxopiperazin-1-yl)phenyl)propanamido)benzoic acid